5-[[5-Chloro-2-(3,5-dimethylpyrazol-1-yl)pyrimidin-4-yl]amino]-3-(3-hydroxy-3-methylbutyl)-1-methyl-benzimidazol-2-on ClC=1C(=NC(=NC1)N1N=C(C=C1C)C)NC1=CC2=C(N(C(N2CCC(C)(C)O)=O)C)C=C1